6-tert.-Butyl-1,1-dimethyl-4-indanylmethylketon C(C)(C)(C)C1=CC(=C2CCC(C2=C1)(C)C)CC(=O)CC1=C2CCC(C2=CC(=C1)C(C)(C)C)(C)C